7-[(3R*)-3-{4-[3-(1,3-Dioxolan-2-yl)propoxy]phenyl}pyrrolidin-1-yl]-4-methyl-1H-indole-3-carbonitrile O1C(OCC1)CCCOC1=CC=C(C=C1)[C@@H]1CN(CC1)C=1C=CC(=C2C(=CNC12)C#N)C |o1:15|